OC(C)C1=CC=NN1 5-(1-Hydroxyethyl)-1H-pyrazol